O=C1NC(CCC1C1=CC=C(C=C1)N1CC2(C1)CC(C2)N2CCN(CC2)C2=C1C(N(C(C1=CC=C2)=O)[C@H](CS(=O)(=O)C)C2=CC(=C(C=C2)OC)OCC)=O)=O 4-(4-(2-(4-(2,6-Dioxopiperidin-3-yl)phenyl)-2-azaspiro[3.3]heptan-6-yl)-piperazin-1-yl)-2-((S)-1-(3-ethoxy-4-methoxyphenyl)-2-(methylsulfonyl)ethyl)isoindoline-1,3-dione